(6-chloropyridin-2-yl)(3-fluoro-4-hydroxy-1-azaspiro[4.4]nonane-1-yl)methanone ClC1=CC=CC(=N1)C(=O)N1CC(C(C12CCCC2)O)F